Cl.COC1=C(C(=O)O)C=CC=C1N 2-methoxy-3-aminobenzoic acid hydrochloride